C(C=CC=CC=C)(=O)O 2,4,6-heptatrienoic acid